4-[4-(2,2-dimethyl-2,3-dihydro-benzofuran-4-yl)-2,6-difluoro-phenoxy]-butyric acid CC1(OC2=C(C1)C(=CC=C2)C2=CC(=C(OCCCC(=O)O)C(=C2)F)F)C